C(CC)[N+]1(CCCC1)C 1-n-propyl-1-methylpyrrolidinium